CC(=NO)CC methyl-ethylketoxime